3-(trans-4-{2-[4-(2,3-dichlorophenyl)-piperazin-1-yl]-2-oxo-ethyl}-cyclohexyl)-1,1-dimethylurea ClC1=C(C=CC=C1Cl)N1CCN(CC1)C(C[C@@H]1CC[C@H](CC1)NC(N(C)C)=O)=O